(S)-N-((R)-1-cyclohexyl-2-(((R)-1-(methylamino)-3-(naphthalen-2-yl)-1-oxopropan-2-yl)amino)-2-oxoethyl)piperidine-2-carboxamide C1(CCCCC1)[C@H](C(=O)N[C@@H](C(=O)NC)CC1=CC2=CC=CC=C2C=C1)NC(=O)[C@H]1NCCCC1